(2R,3S,4S)-4-hydroxy-2-[(4-methoxyphenyl)methyl]pyrrolidin-3-yl N-{[2-(trifluoromethyl)pyridin-4-yl]methyl}carbamate FC(C1=NC=CC(=C1)CNC(O[C@H]1[C@H](NC[C@@H]1O)CC1=CC=C(C=C1)OC)=O)(F)F